ClC=1C=C(C=CC1C(=O)N1CCN(CC1)C(=O)C1CC(C1)O)NC(=O)C=1N(C(=CN1)C1=C(C(=C(C=C1)OC)F)F)C N-[3-chloro-4-[4-(3-hydroxycyclobutanecarbonyl)piperazine-1-carbonyl]phenyl]-5-(2,3-difluoro-4-methoxy-phenyl)-1-methyl-imidazole-2-carboxamide